1,5,8,12-tetrakis[2,4-bis(N-butyl-N-(2,2,6,6-tetramethyl-4-piperidyl)amino)-1,3,5-triazin-6-yl]-1,12-dimethyl-1,5,8,12-tetraazadodecane C(CCC)N(C1CC(NC(C1)(C)C)(C)C)C1=NC(=NC(=N1)N(CCCC)C1CC(NC(C1)(C)C)(C)C)N(CCCN(CCN(CCCN(C)C1=NC(=NC(=N1)N(CCCC)C1CC(NC(C1)(C)C)(C)C)N(CCCC)C1CC(NC(C1)(C)C)(C)C)C1=NC(=NC(=N1)N(CCCC)C1CC(NC(C1)(C)C)(C)C)N(CCCC)C1CC(NC(C1)(C)C)(C)C)C1=NC(=NC(=N1)N(CCCC)C1CC(NC(C1)(C)C)(C)C)N(CCCC)C1CC(NC(C1)(C)C)(C)C)C